CC=1N=C2C(=NC(=NC2=NC1C)[C@@H]1C[C@@H](OCC1)C=1C=NN(C1)C)[C@@H]1C[C@H](C1)C(F)(F)F 6,7-dimethyl-2-((2R,4S)-2-(1-methyl-1H-pyrazol-4-yl)tetrahydro-2H-pyran-4-yl)-4-(trans-3-(trifluoromethyl)cyclobutyl)pteridine